C(#C)[C@]1(C(N(CC1)CC(F)(F)F)=O)O (R)-3-ethynyl-3-hydroxy-1-(2,2,2-trifluoroethyl)pyrrolidin-2-one